OCCNC(=O)C=1N=NN(C1)C1CN(CCC1)C(CC1=NON=C1C)=O N-(2-hydroxyethyl)-1-(1-(2-(4-methyl-1,2,5-oxadiazol-3-yl)acetyl)piperidin-3-yl)-1H-1,2,3-triazole-4-carboxamide